((tert-Butoxycarbonyl)amino)-3-(trifluoromethyl)piperidine-1-carboxylic acid benzyl ester C(C1=CC=CC=C1)OC(=O)N1C(C(CCC1)C(F)(F)F)NC(=O)OC(C)(C)C